C(C)(C)(C)OC(NC1=CC(=NC=C1)SCC1=CC=CC=C1)=O (2-(benzylthio)pyridin-4-yl)carbamic acid tert-butyl ester